ClC=1C=C(C#N)C=CC1OC([2H])([2H])[2H] 3-chloro-4-(trideuteriomethoxy)benzonitrile